COC(C1=C(C=C(C=C1)C(F)(F)F)C)=O 2-methyl-4-(trifluoromethyl)benzoic acid methyl ester